2-((2s,4s)-5-chloro-6-fluoro-2-(((trans-4-hydroxycyclohexyl)amino)methyl)-2-phenyl-2,3-dihydrobenzofuran-4-yl)-4-(difluoromethoxy)-3-fluorobenzamide ClC=1C(=CC2=C(C[C@](O2)(C2=CC=CC=C2)CN[C@@H]2CC[C@H](CC2)O)C1C1=C(C(=O)N)C=CC(=C1F)OC(F)F)F